COC1=C(OC2=CC(=CC(=C2C1=O)O)O)C3=CC=C(C=C3)O The molecule is a trihydroxyflavone that is apigenin substituted by a methoxy group at position 3. It has a role as a plant metabolite. It is a trihydroxyflavone and a monomethoxyflavone. It derives from an apigenin.